C(C1=CC=CC=C1)OC(C[C@@H](C(=O)N(CC(=O)OCC)CC1=CC=CC=C1)NC(=O)OC(C)(C)C)=O (3S)-4-[benzyl-(2-ethoxy-2-oxo-ethyl)amino]-3-(tert-butoxycarbonylamino)-4-oxo-butyric acid benzyl ester